ClC1=C(C=CC=C1)C#CC1=C(C=CC2=CC=CC=C12)O 1-((2-chlorophenyl)ethynyl)naphthalen-2-ol